1,2-dichloro-1,1-difluoroethane ClC(CCl)(F)F